2-(5-((E)-((1S,2S,5S,6R)-2-fluoro-6-methoxy-1,5-dimethyl-8-azabicyclo[3.2.1]octan-3-ylidene)methyl)pyrazin-2-yl)-5-(1H-imidazol-1-yl)phenol F[C@@H]\1[C@@]2(C[C@H]([C@](C/C1=C\C=1N=CC(=NC1)C1=C(C=C(C=C1)N1C=NC=C1)O)(N2)C)OC)C